C1=CC=CC=2C3=CC=CC=C3C(C12)COC(=O)NC(C(=O)NC1=CC=C(C(=O)O)C=C1)C1=CC=CC=C1 4-(2-((((9H-fluoren-9-yl)methoxy)carbonyl)amino)-2-phenylacetamido)benzoic acid